ClC=1C=C2C(=CN=C(C2=CN1)NC)C1=CC=CC=C1 6-chloro-N-methyl-4-phenyl-2,7-naphthyridine-1-amine